7-chloro-1-(methylamino)isoquinoline-4-sulfonyl chloride ClC1=CC=C2C(=CN=C(C2=C1)NC)S(=O)(=O)Cl